tert-butyl methyl(2-nitrophenethyl)carbamate CN(C(OC(C)(C)C)=O)CCC1=C(C=CC=C1)[N+](=O)[O-]